CN1C2=CC=CC=C2C=2C=C(N=CC12)\C=N\NC=1C(N=C2C=CC=CC12)=O 3-(((E)-(9-methyl-beta-carbolin-3-yl)methylene)hydrazino)indol-2-one